C(C1=CC=CC=C1)OC=1C=C2CCNC(C2=CC1OC)\C=C\C1=C(C=C(C(=C1)OCC=1C(=NC=CC1)Cl)OC)C 6-(benzyloxy)-1-[(E)-2-{5-[(2-chloropyridin-3-yl)methoxy]-4-methoxy-2-methylphenyl}ethenyl]-7-methoxy-1,2,3,4-tetrahydroisoquinoline